C([O-])([O-])=O.[K+].O1CCC2=C1C=CC=C2C2=CC[C@@H](CN2C(=O)OC(C)(C)C)C.[K+] |r| tert-Butyl rac-(3S)-6-(2,3-dihydrobenzofuran-4-yl)-3-methyl-3,4-dihydro-2H-pyridine-1-carboxylate Potassium carbonate